NC1=NC=2C=CC(=CC2C2=C1C(=NN2)C)C(=O)N2[C@H](COCC2)C2=CC=C(C=C2)C(F)(F)F (4-amino-3-methyl-1H-pyrazolo[4,3-c]quinolin-8-yl)((3S)-3-(4-(trifluoromethyl)phenyl)-4-morpholinyl)methanone